NC1=NC(=CC(=N1)C1=CC(N(C=C1)CC1=CC=CC=C1)=O)C1=CC=C(C=C1)C 4-(2-amino-6-(p-tolyl)pyrimidin-4-yl)-1-benzylpyridin-2(1H)-one